COC(=O)C1=C(C2=C(S1)CCC2)C(C(C)C)=O 3-isobutyryl-5,6-dihydro-4H-cyclopenta[b]thiophene-2-carboxylic acid methyl ester